C(=O)(OC(C)(C)C)NCCCN1C(=NC=C1)S(=O)(=O)O 1-[3-(N-Boc-amino)propyl]imidazolesulfonic acid